(6R,7aS)-6-[(tert-butyldimethylsilyl)oxy]-tetrahydro-2H-pyrrolo[1,2-c]imidazole-1,3-dione [Si](C)(C)(C(C)(C)C)O[C@@H]1C[C@@H]2N(C(NC2=O)=O)C1